CC=1C=C(C=CC1C)C(CC(C(F)F)=O)=O 1-(3,4-dimethylphenyl)-4,4-difluorobutane-1,3-dione